2-bromo-N,N-dimethyl-4-((6-nitro-1H-indol-3-yl)methyl)aniline BrC1=C(N(C)C)C=CC(=C1)CC1=CNC2=CC(=CC=C12)[N+](=O)[O-]